C[C@@H]1CC2=C(CN1C(=O)OC(C)(C)C)C(=NN2)C(=O)OCC (R)-5-tert-Butyl 3-ethyl 6-methyl-6,7-dihydro-1H-pyrazolo[4,3-c]pyridine-3,5(4H)-dicarboxylate